ClC=1C=C(C=CC1F)C(C=1NC(=C(N1)S(=O)C)C)C1=CC(=C(C=C1)F)Cl 2-[bis(3-chloro-4-fluorophenyl)methyl]-4-methanesulfinyl-5-methyl-1H-imidazole